C(C)OC1=CC=2N(C=C1C(=O)NC=1N=NC(=CC1)N1CCNCC1)C=C(N2)C 7-ethoxy-2-methyl-N-(6-(piperazin-1-yl)pyridazin-3-yl)imidazo[1,2-a]pyridine-6-carboxamide